NC1(CCN(CC1)C1=NC(=C2C(=N1)NN=C2C2=C(C(=CC=C2)Cl)Cl)C(=O)N)CS(=O)(=O)C 6-(4-amino-4-((methylsulfonyl)methyl)piperidin-1-yl)-3-(2,3-dichlorophenyl)-1H-pyrazolo[3,4-d]pyrimidine-4-carboxamide